((4S,5S)-5-(2-(dimethylamino)ethyl)-2,2-dimethyl-1,3-dioxolan-4-yl)methyl 2-heptylnonanoate C(CCCCCC)C(C(=O)OC[C@@H]1OC(O[C@H]1CCN(C)C)(C)C)CCCCCCC